O1CCC(CC1)N1N=CC(=C1)B1OC(C(O1)(C)C)(C)C 1-tetrahydropyran-4-yl-4-(4,4,5,5-tetramethyl-1,3,2-dioxaborolan-2-yl)pyrazole